CN1N=C2C([NH2+]CCC2=C1C#N)C 2,7-dimethyl-4,5,6,7-tetrahydropyrazolo[3,4-c]pyridin-6-ium-3-carbonitrile